((2-(((S)-1-((S)-2-(2-azaspiro[4.5]decane-2-carbonyl)pyrrolidin-1-yl)-3,3-dimethyl-1-oxobutan-2-yl)carbamoyl)benzo[b]thiophen-5-yl)difluoromethyl)phosphonic acid C1N(CCC12CCCCC2)C(=O)[C@H]2N(CCC2)C([C@H](C(C)(C)C)NC(=O)C2=CC1=C(S2)C=CC(=C1)C(F)(F)P(O)(O)=O)=O